C(#N)C1=CC=C(C=C1)C1(CCN(CC1)C(=O)C=1C=CC(=C(C1)NC(=O)NC[C@H]1OCCC1)C)F (S)-1-(5-(4-(4-cyanophenyl)-4-fluoropiperidine-1-carbonyl)-2-methylphenyl)-3-((tetrahydrofuran-2-yl)methyl)urea